1-(4-(5-(trifluoromethyl)pyrimidin-2-yl)piperazin-1-yl)ethane-1-one FC(C=1C=NC(=NC1)N1CCN(CC1)C(C)=O)(F)F